FC([C@H](COCC1=CC=2N(C=C1)C(=CN2)C(=O)NC2=C(C=CC(=C2)C2=NOC(=N2)[C@@H]2[C@H](C2)F)C)O)F 7-(((S)-3,3-difluoro-2-hydroxypropoxy)methyl)-N-(5-(5-((1R,2S)-2-fluorocyclopropyl)-1,2,4-oxadiazol-3-yl)-2-methylphenyl)imidazo[1,2-a]pyridine-3-carboxamide